tert-butyl 4-((3-(benzylcarbamoyl)-6-chloropyridazin-4-ylamino)methyl)piperidine-1-carboxylate C(C1=CC=CC=C1)NC(=O)C=1N=NC(=CC1NCC1CCN(CC1)C(=O)OC(C)(C)C)Cl